O=C1N(C(C=C1)=O)CCCCCC(=O)N[C@@H](C(C)C)C(N[C@@H](C)C(NC1=CC(=C(C=C1)CO)C)=O)=O 6-(2,5-dioxo-2,5-dihydro-1H-pyrrol-1-yl)-N-[(1S)-1-{[(1S)-1-{[4-(hydroxymethyl)-3-methylphenyl]carbamoyl}ethyl]carbamoyl}-2-methylpropyl]hexanamide